FC1=C(C=CC(=C1)F)[C@](C(C1=NC=C(C=C1)C1=CC=C(C=C1)N1CCN(CC1)C1=CC=C(C=C1)C(C)(C)O)(F)F)(CN1N=NN=C1)O (R)-2-(2,4-difluorophenyl)-1,1-difluoro-1-(5-(4-(4-(4-(2-hydroxypropan-2-yl)phenyl)piperazin-1-yl)phenyl)pyridin-2-yl)-3-(1H-tetrazol-1-yl)propan-2-ol